3-(4-{2-[(4-{[6-(5-Chloro-2-Fluorophenyl)Pyridazin-4-yl]Amino}Quinolin-7-yl)Oxy]Ethyl}Piperazin-1-yl)Propanenitril ClC=1C=CC(=C(C1)C1=CC(=CN=N1)NC1=CC=NC2=CC(=CC=C12)OCCN1CCN(CC1)CCC#N)F